(R)-1-(3,3-difluoro-4-((6-fluoro-4-methoxy-5-(1-(2,2,2-trifluoroethyl)-1H-benzo[d][1,2,3]triazol-6-yl)pyrrolo[2,1-f][1,2,4]triazin-2-yl)amino)piperidin-1-yl)ethan-1-one-2,2,2-d3 FC1(CN(CC[C@H]1NC1=NN2C(C(=N1)OC)=C(C(=C2)F)C=2C=CC1=C(N(N=N1)CC(F)(F)F)C2)C(C([2H])([2H])[2H])=O)F